N=1OC(=C2C=CC=3C=CC=NC3C21)C(=O)[O-].[Na+] sodium isoxazolo[4,3-H]quinoline-3-carboxylate